C1(CCCC1)NC1=CC=C(C=C1)[C@@H]1N(CCC[C@@H]1C(=O)NC1=CC(=C(C=C1)C)C(F)(F)F)S(=O)(=O)C1=CC=CC=C1 (2R,3S)-2-(4-(cyclopentylamino)phenyl)-N-(4-methyl-3-(trifluoromethyl)phenyl)-1-(phenylsulfonyl)piperidine-3-carboxamide